ON=C(C(=O)N)CC 2-(hydroxyimino)butanamide